zinc cadmium salt [Cd].[Zn]